CN1C(CCC1)=O 1-methyl-pyrrolidine-2-one